[Br-].C[N+](C)(C1CCCCC1)CC N,N-dimethylethylcyclohexylammonium bromide